BrC=1C(=C(C=C(C1)F)C(C)=O)NC 1-(3-bromo-5-fluoro-2-(methylamino)phenyl)ethanone